(2S,4S,5R)-4-acetyl-5-(2-chlorophenyl)pyrrolidine-2-carboxylic acid methyl ester COC(=O)[C@H]1N[C@H]([C@H](C1)C(C)=O)C1=C(C=CC=C1)Cl